(3aR,5s,6aS)-N-[6-(3-fluoro-4-methoxy-phenyl)pyridazin-3-yl]-2-(tetrahydro-pyran-4-ylmethyl)-3,3a,4,5,6,6a-hexahydro-1H-cyclopenta[c]pyrrol-5-amine FC=1C=C(C=CC1OC)C1=CC=C(N=N1)NC1C[C@@H]2[C@@H](CN(C2)CC2CCOCC2)C1